guanidinobenzophenone N(C(=N)N)C1=C(C(=O)C2=CC=CC=C2)C=CC=C1